1-Acetyl-3,5-bis(3,4-bis(difluoromethoxy)benzylidene)piperidin-4-one C(C)(=O)N1CC(C(C(C1)=CC1=CC(=C(C=C1)OC(F)F)OC(F)F)=O)=CC1=CC(=C(C=C1)OC(F)F)OC(F)F